4-(2,5-dioxo-2,5-dihydro-pyrrol-1-yl)-benzoic acid O=C1N(C(C=C1)=O)C1=CC=C(C(=O)O)C=C1